5-((1S,2R)-1-(6-chloro-4-hydroxy-1,1-dioxo-3,4-dihydro-2H-benzo[e][1,2]thiazin-2-yl)-2-(6-fluoro-2,3-dimethylphenyl)propyl)-1,3,4-oxadiazol-2(3H)-one ClC=1C=CC2=C(C(CN(S2(=O)=O)[C@@H]([C@H](C)C2=C(C(=CC=C2F)C)C)C2=NNC(O2)=O)O)C1